[N+](=O)([O-])[O-].[Y+3].[N+](=O)([O-])[O-].[N+](=O)([O-])[O-] yttrium(III) nitrate salt